4-(2-{[3-(benzyloxy)-1-[(1r,4r)-4-[(2R,6S)-2,6-dimethylmorpholin-4-yl]cyclohexyl]-1H-pyrazol-4-yl]amino}pyrimidin-5-yl)-2-{[(2S)-1-(1H-tetrazol-1-yl)propan-2-yl]oxy}benzonitrile C(C1=CC=CC=C1)OC1=NN(C=C1NC1=NC=C(C=N1)C1=CC(=C(C#N)C=C1)O[C@H](CN1N=NN=C1)C)C1CCC(CC1)N1C[C@H](O[C@H](C1)C)C